1,3,5-heptatrien C=CC=CC=CC